CC(C(C1=CC=CC=C1)=O)(O)C1=CC=CC=C1 α-Methylbenzoin